methyl (E)-2-(tert-butoxycarbonylamino)-3-spiro[3.3]heptan-2-yl-prop-2-enoate C(C)(C)(C)OC(=O)N\C(\C(=O)OC)=C\C1CC2(C1)CCC2